N-(4-(ethylsulfonyl)benzyl)-1-((1-methyl-2-oxo-1,2-dihydropyridin-3-yl)methyl)-2-(trifluoromethyl)-1H-benzo[d]imidazole-5-carboxamide C(C)S(=O)(=O)C1=CC=C(CNC(=O)C2=CC3=C(N(C(=N3)C(F)(F)F)CC=3C(N(C=CC3)C)=O)C=C2)C=C1